BrC=1C(=NC(=NC1OC)N)C(F)F 5-bromo-4-(difluoromethyl)-6-methoxy-pyrimidin-2-amine